C(C)(C)(C)OC(=O)N[C@@H](CC1=CC=C(C=C1)C=1CC[C@H](CC1)C(=O)OC(C)(C)C)C(=O)OC tert-butyl (R)-4'-((S)-2-((tert-butoxycarbonyl)amino)-3-methoxy-3-oxopropyl)-2,3,4,5-tetrahydro-[1,1'-biphenyl]-4-carboxylate